NC1=NC(=CC(=N1)N1CCC2(C[C@H](NC2)C(=O)OCC)CC1)O[C@@H](C(F)(F)F)C1=C(C=C(C=C1)C=1C=NC(=CC1)OCC)N1N=C(C=C1)C (S)-ethyl 8-(2-amino-6-((R)-1-(4-(6-ethoxypyridin-3-yl)-2-(3-methyl-1H-pyrazol-1-yl)phenyl)-2,2,2-trifluoroethoxy)pyrimidin-4-yl)-2,8-diazaspiro[4.5]decane-3-carboxylate